FC12[C@@H]([C@@H](N(C(C1)C2)C(=O)OC(C)(C)C)CC=2C(=C(C=CC2)C2=CC=CC=C2)F)NS(=O)(=O)C tert-Butyl (3S,4R)-5-fluoro-3-[(2-fluoro[biphenyl]-3-yl)methyl]-4-[(methylsulfonyl)amino]-2-azabicyclo[3.1.1]heptane-2-carboxylate